ethyl 1-(4-(1-cyanoethyl) benzyl)-1H-pyrazole-4-carboxylate C(#N)C(C)C1=CC=C(CN2N=CC(=C2)C(=O)OCC)C=C1